1-[3-(4-Bromo-2-methyl-2H-pyrazol-3-yl)-4-methoxy-phenyl]-3-(3,4-difluoro-phenyl)-urea BrC1=C(N(N=C1)C)C=1C=C(C=CC1OC)NC(=O)NC1=CC(=C(C=C1)F)F